NC1=C(C(=O)OC)C(=CC(=C1F)C1=NC=C(C2=C1C(=C(S2)NC(=O)OC(C)(C)C)C#N)F)F methyl 2-amino-4-(2-((tert-butoxycarbonyl)amino)-3-cyano-7-fluorothieno[3,2-c]pyridin-4-yl)-3,6-difluorobenzoate